ClC=1C=C(C(=C(C1)C1=NC=NN2C1=CC(=C2)CN2C(C1C(C1C2=O)(C)C)=O)OCOC)C 3-((4-(5-chloro-2-(methoxymethoxy)-3-methylphenyl)pyrrolo[2,1-f][1,2,4]triazin-6-yl)methyl)-6,6-dimethyl-3-azabicyclo[3.1.0]hexane-2,4-dione